7-(1-(trifluoromethyl)piperidin-4-yl)quinazolin-2-amine FC(N1CCC(CC1)C1=CC=C2C=NC(=NC2=C1)N)(F)F